(S)-4-(2-(4-(2-acetyl-5-chlorophenyl)-5-methoxy-2-oxopyridin-1(2H)-yl)-3-phenylpropionylamino)-N-cyclopropylbenzamide C(C)(=O)C1=C(C=C(C=C1)Cl)C1=CC(N(C=C1OC)[C@H](C(=O)NC1=CC=C(C(=O)NC2CC2)C=C1)CC1=CC=CC=C1)=O